1,3-didodecylimidazolium formate C(=O)[O-].C(CCCCCCCCCCC)N1C=[N+](C=C1)CCCCCCCCCCCC